C(CCC)C1=CC=C(C=C1)N=NC1=CC=C(C=C1)N 4-n-butyl-4'-aminoazobenzene